C(C)(C)(C)OC(=O)N(C=1SC(=C(N1)C)C=1C=NN(C1)C1CCC1)C(=O)OC(C)(C)C N,N-di-t-butoxycarbonyl-4-methyl-5-(1-cyclobutylpyrazol-4-yl)-1,3-thiazol-2-amine